ONC(=O)C1=NN(C=N1)CCNCCCC(=O)O.C(C)(=O)OCCNCCN1N=C(N=C1)C(NO)=O 2-(2-(3-(hydroxycarbamoyl)-1H-1,2,4-triazol-1-yl)ethylamino)ethyl acetate (2-(2-(3-(hydroxycarbamoyl)-1H-1,2,4-triazol-1-yl)ethylamino)ethyl acetate)